FC1=CC=C(C=C1)C1=C(N=C(C2=CC(=CC=C12)O)O[C@H](C(=O)O)C)C(COC)(C)C (2S)-2-[[4-(4-fluorophenyl)-7-hydroxy-3-(2-methoxy-1,1-dimethyl-ethyl)-1-isoquinolinyl]oxy]propanoic acid